2-fluorophenyl-1H-pyrazole FC1=C(C=CC=C1)N1N=CC=C1